7-(Cyclobutoxy)-3,4-dihydroquinolin-2(1H)-one C1(CCC1)OC1=CC=C2CCC(NC2=C1)=O